4-((5-fluoropyrimidin-2-yl)oxy)-3-methylaniline FC=1C=NC(=NC1)OC1=C(C=C(N)C=C1)C